ClC1=C(C(=C(C(=C1O)Cl)Cl)Cl)Cl Anti-pentachlorophenol